6-(2,4-dimethoxypyrimidin-5-yl)-4-[3-[2-(1-piperidyl)ethoxy]pyrrolidin-1-yl]thieno[2,3-d]pyrimidine COC1=NC=C(C(=N1)OC)C1=CC2=C(N=CN=C2N2CC(CC2)OCCN2CCCCC2)S1